ClC=1NC2=CC=CC=C2C1C=NNC(=O)NC1=CC(=C(C=C1)Cl)C(F)(F)F 2-((2-chloro-1H-indol-3-yl)methylene)-N-(4-chloro-3-(trifluoromethyl)phenyl)hydrazine-1-carboxamide